2-isopropyl-5-pyridin-4-yl-2H-pyrazole-3-carboxylic acid ethyl ester C(C)OC(=O)C=1N(N=C(C1)C1=CC=NC=C1)C(C)C